1-(4-chloro-2-fluorophenyl)cyclobutan-1-amine hydrochloride Cl.ClC1=CC(=C(C=C1)C1(CCC1)N)F